N-[3-(2-Dimethylaminoethoxy)-4-methoxyphenyl]-4'-(5-dimethylamino-1,2,4-oxadiazol-3-yl)-2'-methylbiphenyl-4-carboxamide CN(CCOC=1C=C(C=CC1OC)NC(=O)C1=CC=C(C=C1)C1=C(C=C(C=C1)C1=NOC(=N1)N(C)C)C)C